FC(S(=O)(=O)[O-])(F)F.O1C(=CC=C1)C(=O)N1CC[S+]2CCC1CC2 4-(furan-2-carbonyl)-1-thia-4-azabicyclo[3.2.2]nonan-1-ium trifluoromethanesulfonate